OCC1=CC=CC(=N1)N1N=C(C=C1)CC(=O)NC=1SC(=CN1)C(F)(F)F 2-(1-(6-(hydroxymethyl)pyridin-2-yl)-1H-pyrazol-3-yl)-N-(5-(trifluoromethyl)thiazol-2-yl)acetamide